C(C=C)(=O)N1CCCCC1 1-(prop-2-enoyl)piperidin